5-nitro-1,3-benzodioxole [N+](=O)([O-])C1=CC2=C(OCO2)C=C1